2-chloro-5-cyclopropyl-7-iodo-5H-pyrrolo[3,2-d]pyrimidine ClC=1N=CC2=C(N1)C(=CN2C2CC2)I